4-iodobenzene-1-sulfonylchloride IC1=CC=C(C=C1)S(=O)(=O)Cl